(S)-2-((S)-2-((R)-4-((3R,5R,8R,9S,10S,13R,14S,17R)-3-hydroxy-10,13-dimethyl-hexadecahydro-1H-cyclopenta[a]phenanthren-17-yl)pentanamido)-3-methylbutanamido)-4-(methylthio)butanoic acid O[C@@H]1CC[C@@]2([C@H]3CC[C@@]4([C@H](CC[C@H]4[C@@H]3CC[C@@H]2C1)[C@@H](CCC(=O)N[C@H](C(=O)N[C@H](C(=O)O)CCSC)C(C)C)C)C)C